ClC1=C(C=NC(=C1)Cl)CC (4,6-dichloropyridin-3-yl)ethan